2,4-Dichloro-6-(2-(hydroxymethyl)pyrrolidin-1-yl)pyrimidin-5-ol ClC1=NC(=C(C(=N1)Cl)O)N1C(CCC1)CO